CC1(CC(=NN1)C(=O)O)C(=O)O 5-methyl-4,5-dihydropyrazole-3,5-dicarboxylic acid